(S)-1-(2-(3-fluoro-4-(trifluoromethyl)phenyl)-2H-pyrazolo[3,4-d]pyrimidin-4-yl)-N-(4-(methylthio)benzyl)piperidine-3-carboxamide FC=1C=C(C=CC1C(F)(F)F)N1N=C2N=CN=C(C2=C1)N1C[C@H](CCC1)C(=O)NCC1=CC=C(C=C1)SC